ClC1=CC=C(C=C1)C1=C(CCC(C1)(C)C)CN1CCN(CC1)CC1=C2C(N(C(C2=CC=C1)=O)C1C(NC(CC1)=O)=O)=O 4-((4-((4'-chloro-5,5-dimethyl-3,4,5,6-tetrahydro-[1,1'-biphenyl]-2-yl)methyl)piperazin-1-yl)methyl)-2-(2,6-dioxopiperidin-3-yl)isoindoline-1,3-dione